CC(C=O)(O)S(=O)(=O)O sulfolactaldehyde